(2-ethoxy-4-(4-methyl-4H-1,2,4-triazol-3-yl)phenyl)-5-(furan-2-yl)-N4-Neopentyl-pyrimidine-2,4-diamine C(C)OC1=C(C=CC(=C1)C1=NN=CN1C)C1=C(C(=NC(=N1)N)NCC(C)(C)C)C=1OC=CC1